ClC1=CC(=NC(=C1)C=1C=NN(C1)C1CCN(CC1)C)C1=CC=C(C=C1)OC 4-chloro-2-(4-methoxyphenyl)-6-(1-(1-methylpiperidin-4-yl)-1H-pyrazol-4-yl)pyridine